F[C@H]1[C@@H](N(C1)C=1N=C(C2=C(N1)CCC2)C2=CC=C(S2)C(=O)N)C 5-(2-((2S,3R)-3-fluoro-2-methylazetidin-1-yl)-6,7-dihydro-5H-cyclopenta[d]pyrimidin-4-yl)thiophene-2-carboxamide